(1R,2S,5S)-N-((S)-1-Amino-1-oxo-3-((S)-2-oxopyrrolidin-3-yl)propan-2-yl)-3-(2-(4-fluorophenoxy)-acetyl)-6,6-dimethyl-3-azabicyclo[3.1.0]hexane-2-carboxamide NC([C@H](C[C@H]1C(NCC1)=O)NC(=O)[C@@H]1[C@H]2C([C@H]2CN1C(COC1=CC=C(C=C1)F)=O)(C)C)=O